4-(4-((1R,5S)-3,8-diazabicyclo[3.2.1]octan-3-yl)-8-fluoro-2-(((S)-3-hydroxy-3-methylbutan-2-yl)oxy)quinazolin-7-yl)-5-ethyl-6-fluoronaphthalen-2-ol [C@H]12CN(C[C@H](CC1)N2)C2=NC(=NC1=C(C(=CC=C21)C2=CC(=CC1=CC=C(C(=C21)CC)F)O)F)O[C@@H](C)C(C)(C)O